ClC1=NC=NC=C1C=1C=CC(=NC1)C[N+]1=NOC(=C1)[N-]C(NC1=CC(=CC=C1)C(F)(F)F)=O (3-((5-(4-chloropyrimidin-5-yl)pyridin-2-yl)methyl)-1,2,3-oxadiazol-3-ium-5-yl)((3-(trifluoromethyl)phenyl)carbamoyl)amide